CN1CC(C1)C1=C(C(=O)N)C=CN=C1 (1-methyl-azetidin-3-yl)isonicotinamide